4-[(2R,4S,6R)-4-bromo-6-methyl-tetrahydropyran-2-yl]-1-cyclopropyl-pyrazole Br[C@@H]1C[C@@H](O[C@@H](C1)C)C=1C=NN(C1)C1CC1